CC(C)(C)[I-](C1=CC=CC=C1)(C(C)(C)C)OS(=O)(=O)C(C(C(C(F)(F)F)(F)F)(F)F)(F)F di-t-butylphenyliodonium perfluorobutanesulfonate